2-chloro-N-((1R,2R,4S)-7-cyano-7-azabicyclo[2.2.1]heptan-2-yl)-4-(5,6-dihydrocyclopenta[c]pyrazol-2(4H)-yl)benzamide ClC1=C(C(=O)N[C@H]2[C@H]3CC[C@@H](C2)N3C#N)C=CC(=C1)N1N=C3C(=C1)CCC3